COC(=O)COC(=O)C=1C(=CC(=C(OC2CCN(CC2)C(=O)OC(C)(C)C)C1)C(F)(F)F)[N+](=O)[O-] tert-butyl 4-(5-(methoxycarbonyl(methoxycarbonyl))-4-nitro-2-(trifluoromethyl)phenoxy)piperidine-1-carboxylate